NC=1C=C(C=C(C1)Cl)C1=NC(=NC=C1)NC1=CC=C(C=C1)C(F)(F)F 4-(3-amino-5-chlorophenyl)-N-(4-(trifluoromethyl)phenyl)pyrimidin-2-amine